CC1=CN=C2C=3C=C(C=NC3C=CN21)C=2C=NNC2 3-Methyl-9-(1H-pyrazol-4-yl)imidazo[2,1-f][1,6]naphthyridine